N-Tert-butyl-2-{[2-(4-fluoropyridin-2-yl)-5H,6H,7H-cyclopenta[d]pyrimidin-4-yl](methyl)amino}acetamide C(C)(C)(C)NC(CN(C)C=1C2=C(N=C(N1)C1=NC=CC(=C1)F)CCC2)=O